ClC1=C2CC(NC2=CC=C1)=O 4-chloro-2,3-dihydro-1H-indol-2-one